N-(2-hydroxyphenyl)-glycine propyl ester C(CC)OC(CNC1=C(C=CC=C1)O)=O